2-(1H-imidazol-4-yl)-6-(pyrrolidin-1-yl)pyrazine N1C=NC(=C1)C1=NC(=CN=C1)N1CCCC1